hydroxy-N-((R)-2-((S)-2-(5-(4-nitrophenyl)-1,3,4-thiadiazol-2-yl)pyrrolidin-1-yl)hexyl)carboxamide OC(=O)NC[C@@H](CCCC)N1[C@@H](CCC1)C=1SC(=NN1)C1=CC=C(C=C1)[N+](=O)[O-]